O1-[2-(1-tert-Butoxycarbonyl-4-piperidinyl) ethyl] O4-(2-hexyldecyl) succinate C(CCC(=O)OCC(CCCCCCCC)CCCCCC)(=O)OCCC1CCN(CC1)C(=O)OC(C)(C)C